COC=1C=C2C(=NC=NC2=CC1OC)N1CCC(CC1)C1(CC1)CN (1-(1-(6,7-dimethoxyquinazolin-4-yl)piperidin-4-yl)cyclopropyl)methanamine